2-Amino-7-fluoro-4-((11aR)-4-fluoro-6-oxo-8,9,10,11,11a,12-hexahydro-6H-pyrazino[2',1':3,4][1,4]diazepino[6,7,1-hi]indazol-3-yl)benzo[b]thiophene-3-carbonitrile NC1=C(C2=C(S1)C(=CC=C2C2=C1C=NN3C1=C(C=C2F)C(N2[C@@H](C3)CNCC2)=O)F)C#N